COC1=C(CN2C=NC=3C2=NC(=CC3N3CCOCC3)N3N=C(C=C3)C=3C=C(C=CC3)C)C=CC(=C1)OC 4-(3-(2,4-dimethoxybenzyl)-5-(3-(m-tolyl)-1H-pyrazol-1-yl)-3H-imidazo[4,5-b]pyridin-7-yl)morpholine